ClC=1C(=NC(=NC1)N[C@H]1CN(CC1)C(=O)C=1C=C2CCN(C2=CC1)C(C=C)=O)OC (R)-1-(5-(3-((5-chloro-4-methoxypyrimidin-2-yl)amino)pyrrolidine-1-carbonyl)indolin-1-yl)prop-2-en-1-one